CC1C(C1)(C(=O)OC)C(=O)OC dimethyl 2-methylcyclopropane-1,1-dicarboxylate